(R)-2-((tert-Butoxycarbonyl)amino)-3-(methylseleno)propionic acid C(C)(C)(C)OC(=O)N[C@H](C(=O)O)C[Se]C